(S,E)-4-hydroxy-6-((1R,2S,5R)-2-hydroxy-5-((2Z,5Z,8Z)-undeca-2,5,8-trien-1-yl)cyclopentyl)hex-5-enoic acid O[C@@H](CCC(=O)O)\C=C\[C@@H]1[C@H](CC[C@@H]1C\C=C/C\C=C/C\C=C/CC)O